CCCCCCCCCCCOC(=O)C(=C)C N-undecyl methacrylate